N-(2-Diethylamino-4-oxo-4H-quinazolin-3-yl)-2-(4-methanesulfonyl-phenyl)-acetamide C(C)N(C1=NC2=CC=CC=C2C(N1NC(CC1=CC=C(C=C1)S(=O)(=O)C)=O)=O)CC